2-(6-aminospiro[3.3]hept-2-yl)ethyl acetate C(C)(=O)OCCC1CC2(C1)CC(C2)N